Nε-carboxy-ethyl-lysine C(=O)(O)NCCCC[C@H](NCC)C(=O)O